2,3-dimethyl-4-iodoaniline CC1=C(N)C=CC(=C1C)I